(S)-1-(4-(4-(1-(pent-3-yl)-1H-pyrazol-4-yl)pyrazolo[1,5-a]pyrazin-6-yl)-1H-pyrazol-1-yl)-3-(pyrrolidin-1-yl)propan-2-ol CCC(CC)N1N=CC(=C1)C=1C=2N(C=C(N1)C=1C=NN(C1)C[C@H](CN1CCCC1)O)N=CC2